lactic acid, hydrochloride Cl.C(C(O)C)(=O)O